ClC1=CC=C(CNC(=O)C=2N=NC=CN2)C=C1 N-(4-chlorobenzyl)-1,2,4-triazine-3-carboxamide